IC1=NN(C2=C1CN(CC2)C(C)=O)C2CCC1(CC(C1)OCOCC[Si](C)(C)C)CC2 1-[3-iodo-1-[2-(2-trimethylsilylethoxymethoxy)spiro[3.5]nonan-7-yl]-6,7-dihydro-4H-pyrazolo[4,3-c]pyridin-5-yl]ethanone